diisodecyl sulfosuccinate sodium salt [Na+].S(=O)(=O)([O-])C(C(=O)OCCCCCCCC(C)C)CC(=O)OCCCCCCCC(C)C